4-(4-Chloro-6-(isopropyl(2-methoxyethyl)amino)picolinamido)-2-methylbenzoic acid ClC1=CC(=NC(=C1)N(CCOC)C(C)C)C(=O)NC1=CC(=C(C(=O)O)C=C1)C